C(C)(C)(C)OC(=O)NCCN([C@H](C(=O)OCC1=CC=CC=C1)C(C)C)C benzyl (S)-2-((2-((tert-butoxycarbonyl)amino)ethyl)(methyl)amino)-3-methylbutanoate